5-((4-iodophenoxy)methyl)-2-mercapto-1,3,4-oxadiazole IC1=CC=C(OCC2=NN=C(O2)S)C=C1